lithium dicyanotriazolium salt C(#N)C=1C(=NN[NH+]1)C#N.[Li+]